ClC=1C=C(CNC2=NC=C(C=N2)C(=O)NN)C=CC1 2-((3-chlorobenzyl)amino)pyrimidine-5-carbohydrazide